trans-4-[(3,5-difluorobenzyl)oxy]cyclohexane-1-carboxylic acid FC=1C=C(CO[C@@H]2CC[C@H](CC2)C(=O)O)C=C(C1)F